hydroxyphenyl-phenylmethane OC(C1=CC=CC=C1)C1=CC=CC=C1